(+/-)-trans-methyl 3-((2-chloro-7-isopropyl-7H-pyrrolo[2,3-d]pyrimidin-4-yl)amino)bicyclo[2.2.2]octane-2-carboxylate ClC=1N=C(C2=C(N1)N(C=C2)C(C)C)NC2C(C1CCC2CC1)C(=O)OC